ClC1=NC=2C(=NC=CC2)N1CC1=CC=C(C#N)C=C1 4-((2-chloro-3H-imidazo[4,5-b]pyridin-3-yl)methyl)benzonitrile